[(1R,2S,4R)-4-[[5-[4-(7-chloro-1-isoquinolyl)-5-methyl-thiophene-2-carbonyl]pyrimidin-4-yl]amino]-2-hydroxy-cyclopentyl]methyl sulfamate S(N)(OC[C@@H]1[C@H](C[C@@H](C1)NC1=NC=NC=C1C(=O)C=1SC(=C(C1)C1=NC=CC2=CC=C(C=C12)Cl)C)O)(=O)=O